4-(2-Aminopropan-2-yl)-N-(4-chlorophenyl)-6-morpholino-1,3,5-triazin-2-amine NC(C)(C)C1=NC(=NC(=N1)N1CCOCC1)NC1=CC=C(C=C1)Cl